1,3-Butandiamin C(CC(C)N)N